NC1=CC=C(C(=N1)COCC=1C=C(C(=C(C1)NC1=CC(=NC=C1C(=O)NC([2H])([2H])[2H])Cl)OC)C1=NN(C=N1)CC)F 4-((5-(((6-Amino-3-fluoropyridin-2-yl)methoxy)methyl)-3-(1-ethyl-1H-1,2,4-triazol-3-yl)-2-methoxyphenyl)amino)-6-chloro-N-(methyl-d3)nicotinamide